B1(OC(C(O1)(C)C)(C)C)C2=CCN(CC2)C(=O)OC(C)(C)C N-boc-1,2,3,6-tetrahydropyridine-4-boronic acid pinacol ester